2,2,2-trifluoro-[(2'S,4S,6'S)-2'-methyl-6'-(1-methyltriazol-4-yl)-2-(trifluoromethyl)spiro[6,7-dihydrothieno[3,2-c]pyran-4,4'-piperidine]-1'-yl]ethanone FC(C(=O)N1[C@H](C[C@@]2(C[C@H]1C=1N=NN(C1)C)OCCC1=C2C=C(S1)C(F)(F)F)C)(F)F